oxygen (Di-o-tolylphosphine) C1(=C(C=CC=C1)PC1=C(C=CC=C1)C)C.[O]